C1(CC1)OC1=CC=C(C=N1)[C@@H]1N(C(C2=CC=CC=C2[C@H]1C(=O)O)=O)CC(F)(F)F trans-(+,-)-3-(6-cyclopropoxypyridin-3-yl)-1-oxo-2-(2,2,2-trifluoroethyl)-1,2,3,4-tetrahydroisoquinoline-4-carboxylic Acid